(R/S)-4-(3-(2-bromo-5-(1,5-dimethyl-1H-pyrazol-4-yl)phenyl)piperazin-1-yl)-6-isopropylpyrimidin-2-amine BrC1=C(C=C(C=C1)C=1C=NN(C1C)C)[C@@H]1CN(CCN1)C1=NC(=NC(=C1)C(C)C)N |r|